sodium 3a,7a-dihydro-1H-pyrazolo[3,4-b]pyridine-4-carboxylate N1N=CC2C1N=CC=C2C(=O)[O-].[Na+]